3-amino-4-(thien-3-yl)but-2-enoic acid ethyl ester C(C)OC(C=C(CC1=CSC=C1)N)=O